CC1(OB(OC1(C)C)C=1C=C2C(=NNC2=CC1)C#N)C 5-(4,4,5,5-tetramethyl-1,3,2-dioxaborolan-2-yl)-1H-indazole-3-carbonitrile